O=C(CCCN(C(OC(C)(C)C)=O)C1=NN(C(C(=C1)C(F)(F)F)=O)COCC[Si](C)(C)C)N1CCN(CC1)C1=NC=C(C=N1)C(F)(F)F tert-butyl (4-oxo-4-(4-(5-(trifluoromethyl)pyrimidin-2-yl)piperazin-1-yl)butyl)(6-oxo-5-(trifluoromethyl)-1-((2-(trimethylsilyl)ethoxy)methyl)-1,6-dihydropyridazin-3-yl)carbamate